(S)-2-(methylamino)-3-(5,6,7,8-tetrahydronaphthalen-1-yl)propanoic acid CN[C@H](C(=O)O)CC1=CC=CC=2CCCCC12